2-(4-fluorophenyl)-N-{3-sulfamoyl-4-[4-(trifluoromethyl)-1H-pyrazol-1-yl]phenyl}acetamide FC1=CC=C(C=C1)CC(=O)NC1=CC(=C(C=C1)N1N=CC(=C1)C(F)(F)F)S(N)(=O)=O